[Fr].C(\C=C\C=C\C)(=O)O sorbic acid Francium